FC=1C=CC=C2C(=NN(C12)C1OCCCC1)CCO 2-(7-fluoro-1-(tetrahydro-2H-pyran-2-yl)-1H-indazol-3-yl)ethan-1-ol